C1C(CCCCC)O1 1-heptene oxide